C=1N=CN2C1C1=CC=CC=C1[C@H]2[C@H]2[C@H](CCCC2)O (1S,2S)-2-((R)-5H-Imidazo[5,1-a]isoindol-5-yl)cyclohexan-1-ol